(S)-6-acrylamido-2-aminocaproic acid C(C=C)(=O)NCCCC[C@@H](C(=O)O)N